C(C)N(C(=O)OCC1=CC(=C(C=C1)Cl)C)C=1C(=NC(=CC1)NCC1=CC=CC=C1)N (4-chloro-3-methylphenyl)methanol Ethyl-(2-amino-6-(benzylamino)pyridin-3-yl)carbamate